N-[(2-amino-3-chloroquinolin-7-yl)methyl]-6-ethoxy-N-(2-methanesulfonylpyridin-3-yl)pyridine-3-carboxamide NC1=NC2=CC(=CC=C2C=C1Cl)CN(C(=O)C=1C=NC(=CC1)OCC)C=1C(=NC=CC1)S(=O)(=O)C